silicon boron acetylene C#C.[B].[Si]